C(C)O[B-](OCC)(OCC)OCC.[Na+] sodium tetraethoxyborate